CC1=CC=C(C(=O)O[C@H]2[C@](C(O[C@@H]2COC(C2=CC=C(C=C2)C)=O)O)(O)C#C)C=C1 (3R,4R,5R)-4-(4-methylbenzoyloxy)-5-(4-methylbenzoyloxymethyl)-3-ethynyl-tetrahydro-furan-2,3-diol